2,4-dinitrobenzyl p-toluenesulfonate CC1=CC=C(C=C1)S(=O)(=O)OCC1=C(C=C(C=C1)[N+](=O)[O-])[N+](=O)[O-]